C(C)(C)(C)OC(=O)N1[C@H]2CC(C[C@@H]1CC2)(CN2CCOCC2)O (1r,3r,5s)-3-hydroxy-3-(morpholinomethyl)-8-azabicyclo[3.2.1]octane-8-carboxylic acid tert-butyl ester